5-(4-((5-fluoro-2-methyl-3-oxo-4H-quinoxalin-6-yl)methyl)piperazin-1-yl)-6-methyl-N-(methyl-d3)pyridine-2-carboxamide FC1=C2NC(C(=NC2=CC=C1CN1CCN(CC1)C=1C=CC(=NC1C)C(=O)NC([2H])([2H])[2H])C)=O